ClC1=C2C(=C(C(=NC2=C(C=C1)Cl)S(=O)CC=1C=NC=NC1)C(C(C)C)=O)NC1=CC=C(C(=O)O)C=C1 4-((5,8-dichloro-3-isobutyryl-2-((pyrimidin-5-ylmethyl)sulfinyl)quinolin-4-yl)amino)benzoic acid